(2S,3S,4R,5R)-5-(2-(5-chloropyridin-3-yl)-6-((3-iodobenzyl)amino)-9H-purin-9-yl)-3,4-Dihydroxy-N-methyltetrahydrofuran-2-carboxamide ClC=1C=C(C=NC1)C1=NC(=C2N=CN(C2=N1)[C@H]1[C@@H]([C@@H]([C@H](O1)C(=O)NC)O)O)NCC1=CC(=CC=C1)I